ClC1=CC(=C(C=O)C=C1Cl)OCC 4,5-dichloro-2-ethoxybenzaldehyde